The molecule is a cephalosporin carboxylic acid anion having [(5-methyl-1,3,4-thiadiazol-2-yl)sulfanyl]methyl and (1H-tetrazol-1-ylacetyl)amino side-groups, formed by proton loss from the carboxy group of cefazolin. It is a conjugate base of a cefazolin. CC1=NN=C(S1)SCC2=C(N3[C@@H]([C@@H](C3=O)NC(=O)CN4C=NN=N4)SC2)C(=O)[O-]